1-(3-(3-Methoxy-4-((6-methoxypyridin-3-yl)methoxy)benzyl)-3H-imidazo[4,5-b]pyridin-6-yl)piperidin-4-amine COC=1C=C(CN2C=NC=3C2=NC=C(C3)N3CCC(CC3)N)C=CC1OCC=1C=NC(=CC1)OC